3-amino-N-((5-(trifluoromethyl)pyridin-2-yl)methyl)bicyclo[1.1.1]pentane-1-carboxamide NC12CC(C1)(C2)C(=O)NCC2=NC=C(C=C2)C(F)(F)F